CN1C(NCC1)=O Methyl-2-oxoimidazolidine